FC(C(=O)O)(F)F.NCC(CN1N=C(N(C1=O)CC=1SC(=CC1)C1=CC2=C(OCO2)C=C1)C)=C(F)F 2-[2-(aminomethyl)-3,3-difluoro-allyl]-4-[[5-(1,3-benzodioxol-5-yl)-2-thienyl]methyl]-5-methyl-1,2,4-triazol-3-one trifluoroacetate